trans-N-((trans-4-(3-cyano-4-methoxyphenyl)cyclohexyl)methyl)-4-hydroxy-N-(4-(1-isopropyl-1H-pyrazol-4-yl)pyridin-2-yl)cyclohexanecarboxamide C(#N)C=1C=C(C=CC1OC)[C@@H]1CC[C@H](CC1)CN(C(=O)[C@@H]1CC[C@H](CC1)O)C1=NC=CC(=C1)C=1C=NN(C1)C(C)C